tert-butyl 4-(piperidin-4-yloxy)piperidine-1-carboxylate hydrochloride salt Cl.N1CCC(CC1)OC1CCN(CC1)C(=O)OC(C)(C)C